N-(2-((3-cyano-4-(trimethylsilyl)phenyl)amino)-1-(4-methoxyphenyl)-2-oxoethyl)-3-hydroxyazetidine-1-carboxamide C(#N)C=1C=C(C=CC1[Si](C)(C)C)NC(C(C1=CC=C(C=C1)OC)NC(=O)N1CC(C1)O)=O